Cl(=O)(=O)[O-].C[N+](C)(C)C Tetramethyl-ammonium chlorate